2-methyl-2-(2-methylphenoxy)propanoyl chloride CC(C(=O)Cl)(C)OC1=C(C=CC=C1)C